C1(=CC=CC=C1)C=1C(NC(NC1)=O)=O PHENYLURACILE